O=C1N(C2=NC(=CC=C2C(=C1)NC1=CC=NC=C1)C(F)(F)F)C1=CC=CC=C1 2-oxo-1-phenyl-4-(pyridin-4-ylamino)-7-(trifluoromethyl)-1,2-dihydro-1,8-naphthyridine